(1S,3S)-3-(4-fluorophenoxy)cyclobutan-1-ol FC1=CC=C(OC2CC(C2)O)C=C1